C(CCCCCCCCCCC)(=O)[O-].C(CCCCCCCCCCCCCCCCC)[Sn+](CCCCCCCCCCCCCCCCCC)CCCCCCCCCCCCCCCCCC tristearyl-tin laurate